ClC1=CC(=C(C=C1)N1CCC2(C=3C=CC(=NC3C(N(C2)CCC(=O)N)=O)C=2C(=NC=CC2)OCC)CC1)C(F)(F)F 3-(1-(4-chloro-2-(trifluoromethyl)phenyl)-2'-(2-ethoxypyridin-3-yl)-8'-oxo-6'H-spiro[piperidine-4,5'-[1,7]naphthyridin]-7'(8'H)-yl)propanamide